BrC=1C=C(C(=O)OC(CCC[C@H](C(=O)O)C)C)C=CC1 (R)-6-((3-bromobenzoyl)oxy)-2-methylheptanoic acid